4-(bromomethyl)-1,3-difluorobenzene BrCC1=C(C=C(C=C1)F)F